3-(4-Bromo-3-methylbenzyl)azetidine, hydrochloride Cl.BrC1=C(C=C(CC2CNC2)C=C1)C